(Z,Z)-8,10-tetradecadienal C(CCCCCC\C=C/C=C\CCC)=O